2-bromo-5-(3-fluoro-4-methoxy-phenyl)oxazole BrC=1OC(=CN1)C1=CC(=C(C=C1)OC)F